ClC=1C(=C2C(=CC1)C(N(C[C@]21[C@H](C1)F)CC(=O)NC1=NC=C(C=N1)Cl)=O)F 2-[(2's,4r)-6-chloro-2',5-difluoro-1-oxospiro[3H-isoquinoline-4,1'-cyclopropane]-2-yl]-N-(5-chloropyrimidin-2-yl)acetamide